2-(2'-chlorophenyl)-4,5-diphenylimidazole ClC1=C(C=CC=C1)C=1NC(=C(N1)C1=CC=CC=C1)C1=CC=CC=C1